4-(4-(2-((3-(2,6-dioxopiperidin-3-yl)-2-methyl-4-oxo-3,4-dihydroquinazolin-5-yl)thio)ethyl)piperazin-1-yl)-3-fluorobenzonitrile O=C1NC(CCC1N1C(=NC2=CC=CC(=C2C1=O)SCCN1CCN(CC1)C1=C(C=C(C#N)C=C1)F)C)=O